Ethyl (E)-8-[1-bromo-3-[(1R,3R)-3-(tert-butoxycarbonylamino)cyclohexyl]-8-chloro-imidazo-[1,5-a]pyrazin-5-yl]oct-7-enoate BrC=1N=C(N2C1C(=NC=C2/C=C/CCCCCC(=O)OCC)Cl)[C@H]2C[C@@H](CCC2)NC(=O)OC(C)(C)C